S1CCC(CCC1)NS(O)(=O)=O N-(thiepan-4-yl)sulfamic acid